N-[2-amino-5-(2-thienyl)phenyl]-4-[(methylsulfonimidoyl)methyl]benzamide NC1=C(C=C(C=C1)C=1SC=CC1)NC(C1=CC=C(C=C1)CS(=O)(=N)C)=O